COC=1C=C2C(=CC=NC2=CC1OC)OC1=NC(=NC=C1)N (6,7-dimethoxyquinolin-4-yloxy)pyrimidin-2-amine